p-chloroiodobenzene-14C ClC1=CC=[14C](C=C1)I